8-(4-(1-(methylamino)cyclopropane-1-carbonyl)piperazin-1-yl)-N-(1-methylcyclopropyl)-3-(5-(trifluoromethyl)-1,3,4-thiadiazol-2-yl)imidazo[1,5-a]pyridine-6-sulfonamide CNC1(CC1)C(=O)N1CCN(CC1)C=1C=2N(C=C(C1)S(=O)(=O)NC1(CC1)C)C(=NC2)C=2SC(=NN2)C(F)(F)F